C(C)(C)(C)OC(=O)N1CC=2N=C(N=CC2C1)NC1CC2=CC=CC=C2C1 2-((2,3-dihydro-1H-inden-2-yl)amino)-5,7-dihydro-6H-pyrrolo[3,4-d]pyrimidine-6-carboxylic acid tert-butyl ester